9-(4-chloro-2,6-difluoro-phenyl)-7-[(2S,4R)-2-(1-cyclopropylpyrazol-4-yl)tetrahydropyran-4-yl]-2,3-dimethyl-pyrimido[1,2-b]pyridazin-4-one ClC1=CC(=C(C(=C1)F)C=1C=2N(N=C(C1)[C@H]1C[C@H](OCC1)C=1C=NN(C1)C1CC1)C(C(=C(N2)C)C)=O)F